N-[[1-[(4-hydroxypiperidin-1-yl)methyl]cyclobutyl]methyl]-4,5,6,7,8,9-hexahydrocycloocta[b]thiophene-2-carboxamide OC1CCN(CC1)CC1(CCC1)CNC(=O)C1=CC2=C(S1)CCCCCC2